The molecule is conjugate base of 4-(phosphonooxy)-L-threonine. It has a role as a Saccharomyces cerevisiae metabolite. It is a conjugate base of a 4-(phosphonooxy)-L-threonine. C([C@H]([C@@H](C(=O)[O-])[NH3+])O)OP(=O)([O-])[O-]